O1COCC2=C1C=CC=C2 benzo[1,3]dioxan